Iron Citrate Monohydrate O.C(CC(O)(C(=O)[O-])CC(=O)[O-])(=O)[O-].[Fe+3]